2-(p-tolylthio)quinoline C1(=CC=C(C=C1)SC1=NC2=CC=CC=C2C=C1)C